COC([C@@H](NC(=O)OC(C)(C)C)COC1=C(C2=C(N=C(S2)C)C=C1)[N+](=O)[O-])=O N-(tert-butoxycarbonyl)-O-(2-Methyl-7-nitrobenzo[d]thiazol-6-yl)-L-serine methyl ester